ClC1=C(C=CC(=C1)Cl)C1(OCC(O1)COC1=CC=C(C=C1)N1CCN(CC1)C1=CC=C(C=C1)N1C(N(N=C1)C(CC)CC)=O)CN1N=CN=C1 4-[4-[4-[4-[[2-(2,4-Dichlorophenyl)-2-(1H-1,2,4-triazol-1-ylmethyl)-1,3-dioxolan-4-yl]methoxy]phenyl]-1-piperazinyl]phenyl]-2,4-dihydro-2-(1-ethylpropyl)-3H-1,2,4-triazol-3-one